1-[4-(2H-1,3-benzodioxole-5-sulfonyl)phenyl]-3-(pyridin-3-ylmethyl)urea O1COC2=C1C=CC(=C2)S(=O)(=O)C2=CC=C(C=C2)NC(=O)NCC=2C=NC=CC2